OC(C(=O)[O-])=CC=C 2-hydroxypenta-2,4-dienoate